F/C=C/C(=O)N1CCC(CC1)OC=1C=C2C(=NC=NC2=CC1OC)NC1=C(C=CC(=C1)C=1OC=CC1)OC (E)-3-fluoro-1-(4-((4-((5-(furan-2-yl)-2-methoxyphenyl)amino)-7-methoxyquinazolin-6-yl)oxy)piperidin-1-yl)prop-2-en-1-one